CC1=CC(=C(C(=C1)C2(CCCCC2)C)O)CC3=C(C(=CC(=C3)C)C4(CCCCC4)C)O 2,2'-dihydroxy-3,3'-bis(α-methylcyclohexyl)-5,5'-dimethyldiphenylmethane